5-chloro-3H-spiro[benzofuran-2,3'-pyrrolidine] ClC=1C=CC2=C(CC3(CNCC3)O2)C1